OC1=NC=CC(=C1)C1=CC=2C(N(CCC2N1)C(=O)OC(C)(C)C)=O tert-butyl 2-(2-hydroxypyridin-4-yl)-4-oxo-1,4,6,7-tetrahydro-5H-pyrrolo[3,2-c]pyridine-5-carboxylate